N-[3-(2-aminoquinoxalin-6-yl)-2,4-difluorophenyl]-5-chloro-2-methoxypyridine-3-sulfonamide NC1=NC2=CC=C(C=C2N=C1)C=1C(=C(C=CC1F)NS(=O)(=O)C=1C(=NC=C(C1)Cl)OC)F